Cl.CC1=C2C3CCC(C2=CC=C1)N3 3-methyl-11-azatricyclo[6.2.1.02,7]Undec-2,4,6-triene hydrochloride